ClC=1C=C(C=CC1F)NC(N([C@H](C)C1=CN=C(C2=CC=CC=C12)N(C)C)C)=O (R)-3-(3-chloro-4-fluorophenyl)-1-methyl-1-(1-(1-(dimethylamino)isoquinolin-4-yl)ethyl)urea